((S)-1'-(4-(bis(4-methoxybenzyl)amino)-2-mercapto-3H-imidazo[4,5-c]pyridin-6-yl)-1,3-dihydrospiro[inden-2,4'-piperidin]-1-yl)-2-methylpropan-2-sulfinamide COC1=CC=C(CN(C2=NC(=CC3=C2NC(=N3)S)N3CCC2(CC3)[C@@H](C3=CC=CC=C3C2)CC(C)(S(=O)N)C)CC2=CC=C(C=C2)OC)C=C1